6-(4-((3-chloro-5-(methylsulfonyl)phenyl)carbamoyl)-1H-pyrazol-1-yl)-2-azaspiro[3.3]heptane-2-carboxylic acid tert-butyl ester C(C)(C)(C)OC(=O)N1CC2(C1)CC(C2)N2N=CC(=C2)C(NC2=CC(=CC(=C2)S(=O)(=O)C)Cl)=O